3-hydroxy-4,4-dimethyloxolan-2-one OC1C(OCC1(C)C)=O